5-(pyrimidin-5-yl)cyclohexane-1,3-dione N1=CN=CC(=C1)C1CC(CC(C1)=O)=O